1-(((R)-7-((2S,4R)-4-Amino-2-phenylpiperidine-1-carbonyl)-7-azaspiro[4.5]decan-10-yl)methyl)-4-chloropyridin-2(1H)-one N[C@H]1C[C@H](N(CC1)C(=O)N1CC2(CCCC2)[C@@H](CC1)CN1C(C=C(C=C1)Cl)=O)C1=CC=CC=C1